(E)-2-(2-bromo-3-methoxy-6-nitrophenyl)-N,N-dimethylethylamine BrC1=C(C(=CC=C1OC)[N+](=O)[O-])CCN(C)C